COC1=C(C=C2C(=NC(=NC2=C1)C)N[C@H](C)C=1C=C(C=C(C1)C(F)(F)F)NC(C)=O)C1CCSCC1 N-[3-[(1R)-1-[(7-methoxy-2-methyl-6-tetrahydrothiopyran-4-yl-quinazolin-4-yl)amino]ethyl]-5-(trifluoromethyl)phenyl]acetamide